C(C1=CC=CC=C1)C=1OC(=NN1)N1CCN(CC1)C=1C=NN2C1C=CC(=C2)C=2C=NN(C2)C 2-Benzyl-5-(4-(6-(1-methyl-1H-pyrazol-4-yl)pyrazolo[1,5-a]pyridin-3-yl)piperazin-1-yl)-1,3,4-oxadiazole